ClC1=CC=C(C=C1)C(N1C[C@@H](N(C[C@H]1C)C1=CC(N(C=2C=CC(=NC12)C#N)C)=O)CC)C1=CC=C(C=C1)Cl 8-[(2s,5r)-4-[bis(4-chlorophenyl)methyl]-2-ethyl-5-methylpiperazin-1-yl]-5-methyl-6-oxo-5,6-dihydro-1,5-naphthyridine-2-carbonitrile